4-[6-[(8-fluoro-2-methyl-imidazo[1,2-a]pyridin-6-yl)carbamoyl]thieno[2,3-b]pyrazin-3-yl]-3,6-dihydro-2H-pyridine-1-carboxylic acid tert-butyl ester C(C)(C)(C)OC(=O)N1CCC(=CC1)C1=CN=C2C(=N1)SC(=C2)C(NC=2C=C(C=1N(C2)C=C(N1)C)F)=O